C(C)(C)(C)C1CCC(CC1)C=1CCC(CN1)C 6-(4-tert-butylcyclohexan-1-yl)-3-methyl-2,3,4,5-tetrahydropyridine